C(CC(C)C)C1=C(C=CC=C1)C1=NC(=NC(=C1C(F)(F)F)OC1=CC=C(C=C1)C1CCN(CC1)C)NS(=O)(=O)C=1C=NN(C1)C N-[4-(2-isopentylphenyl)-6-[4-(1-methyl-4-piperidyl)phenoxy]-5-(trifluoromethyl)pyrimidin-2-yl]-1-methyl-pyrazole-4-sulfonamide